Zinc bis(8-hydroxyquinoline) OC=1C=CC=C2C=CC=NC12.OC=1C=CC=C2C=CC=NC12.[Zn]